[Na+].C(C)(C)(C)C1=CC=C(C(=O)[O-])C=C1 p-tert-butylbenzoic acid, sodium salt